C(C)(=O)O[C@@H]1[C@H](O[C@H]([C@@H]([C@H]1OC(C)=O)OC(C)=O)OCCCCCCCCCCCCCCCCCC(=O)OC(C)(C)C)COC(C)=O (2R,3R,4S,5R,6R)-2-(acetoxymethyl)-6-((18-(tert-butoxy)-18-oxooctadecyl)oxy)tetrahydro-2H-pyran-3,4,5-triyl triacetate